tert-butyl (3R)-3-[[2-fluoro-4-(5-methyl-1,3,4-thiadiazol-2-yl)benzoyl]-(3-isopropenylthieno[3,2-c]pyridine-4-yl)amino]piperidine-1-carboxylate FC1=C(C(=O)N([C@H]2CN(CCC2)C(=O)OC(C)(C)C)C2=NC=CC3=C2C(=CS3)C(=C)C)C=CC(=C1)C=1SC(=NN1)C